BrC1=CC(=C2C=CC3=C(C=C(C4=CC=C1C2=C34)C(C)(C)C)Br)C(C)(C)C 1,6-dibromo-3,8-di-tert-butylpyrene